OC1=C(C=C(C(=O)NCCCCNC(/C(=C/C)/C)=O)C=C1)OC (E)-4-((4-(4-hydroxy-3-methoxybenzamido)butyl)amino)-3-methyl-4-oxobut-2-en